tin oxide hydrate O.[Sn]=O